OC1(COC1)C1=CC=C(C=C1)C1N(CCC2=C1SC(=N2)C2=CC=C(C=C2)C(F)(F)F)C(=O)N (4-(3-hydroxyoxetan-3-yl)phenyl)-2-(4-(trifluoromethyl)phenyl)-6,7-dihydrothiazolo[5,4-c]pyridine-5(4H)-carboxamide